[Cl-].[Cl-].C1(C=CC2=CC=CC=C12)[C-]1C=CC=C1.[C-]1(C=CC=C1)C1C=CC2=CC=CC=C12.[Zr+2] bis-indenyl-zirconocene dichloride